F[C@@H]1C[C@H](N(C1)C([C@H](C)N1C=NC=C1)=O)C(=O)N[C@@H](C1=CC=CC=C1)C1=CC(=C(C=C1)C(C)C)F |o1:7| (2S,4R)-4-fluoro-N-[(S)-[3-fluoro-4-(propan-2-yl)phenyl](phenyl)methyl]-1-[(2S) or (2R)-2-(1H-imidazol-1-yl)propanoyl]pyrrolidine-2-carboxamide